((S)-1-(2-((S)-2-cyanopyrrolidin-1-yl)-2-oxoethyl)pyrrolidin-3-yl)quinoline-5-carboxamide C(#N)[C@H]1N(CCC1)C(CN1C[C@H](CC1)C1=NC=2C=CC=C(C2C=C1)C(=O)N)=O